C1=CC(OC)=C2C=3[C@@]45[C@@H](O2)[C@@H](O)CC[C@H]4[C@@H](CC13)N(C)CC5 (-)-Dihydrocodein